methylen-2-methylpropane-2-sulfinamide C=CC(C)(S(=O)N)C